4-((2-hydroxypropyl)-2-propoxy)-butanesulfonate sodium salt [Na+].OC(CCC(C)OCCCCS(=O)(=O)[O-])C